cis-2-((3-((S)-3-(3,5-difluorophenyl)isoxazolidine-2-carbonyl)cyclobutyl)amino)pyrimidine-4-carboxamide FC=1C=C(C=C(C1)F)[C@H]1N(OCC1)C(=O)[C@H]1C[C@H](C1)NC1=NC=CC(=N1)C(=O)N